B(O)(O)O.N(CCO)CCO diethanolamine borate salt